4-(4-(3-(dimethylamino)prop-1-yn-1-yl)-3-fluorophenyl)-3,6-dihydropyridine-1(2H)-carboxylic acid tert-butyl ester C(C)(C)(C)OC(=O)N1CCC(=CC1)C1=CC(=C(C=C1)C#CCN(C)C)F